2',3',4',5,6-pentahydroxy-[1,1'-biphenyl]-2-carboxylic acid-13C OC1=C(C=CC(=C1O)O)C=1C(=CC=C(C1O)O)[13C](=O)O